ClC1=CC=C(C=C1)C1=CC=C(C=C1)CCCNC=1C2=C(N=C(N1)C1=COC=C1)SC(=C2)C N-(3-(4'-chloro-[1,1'-biphenyl]-4-yl)propyl)-2-(furan-3-yl)-6-methylthieno[2,3-d]pyrimidin-4-amine